3a-hydroxy-1-(4-methoxyphenyl)-1H,2H,3H,3aH,4H-pyrrolo[2,3-b]1,7-naphthyridin-4-one OC12C(=NC3=CN=CC=C3C1=O)N(CC2)C2=CC=C(C=C2)OC